5,8-di-fluoro-N-[2-[3-methoxy-4-[[4-(trifluoromethyl)-2-pyridinyl]oxy]phenyl]ethyl]-4-quinazolinamine FC1=C2C(=NC=NC2=C(C=C1)F)NCCC1=CC(=C(C=C1)OC1=NC=CC(=C1)C(F)(F)F)OC